6-((2-(Methylsulfonyl)ethyl)amino)-2-(pyrrolidin-1-yl)pyrimidine-4-carboxylic acid methyl ester COC(=O)C1=NC(=NC(=C1)NCCS(=O)(=O)C)N1CCCC1